C(C)(C)(C)OC(=O)N1[C@H]([C@H](CC1)NS(=O)(=O)C)CC1=NC(=CC=C1)C1=CC(=CC=C1)F Cis-2-((6-(3-fluorophenyl)pyridin-2-yl)methyl)-3-((methylsulfonyl)amino)pyrrolidine-1-carboxylic acid tert-butyl ester